(R)-3,6-dimethyl-8-(1-((2-((methyl-d3)sulfonyl)phenyl)amino)ethyl)-2-morpholinoquinazolin-4(3H)-one CN1C(=NC2=C(C=C(C=C2C1=O)C)[C@@H](C)NC1=C(C=CC=C1)S(=O)(=O)C([2H])([2H])[2H])N1CCOCC1